n-heptanyloxy bis(2-tolyl) phosphate P(=O)(OOCCCCCCC)(OC1=C(C=CC=C1)C)OC1=C(C=CC=C1)C